C1(CC1)C1=CC(=C2C=NNC2=C1)C=1N=NN(C1)CC=1N=C2N(C=C(C=C2)CNCC(C)(C)C)C1 N-[[2-[[4-(6-cyclopropyl-1H-indazol-4-yl)triazol-1-yl]methyl]imidazo[1,2-a]pyridin-6-yl]methyl]-2,2-dimethyl-propan-1-amine